1-(2-chloro-5-((1-methyl-1H-pyrazol-4-yl)ethynyl)pyridin-4-yl)piperidin-3-ol ClC1=NC=C(C(=C1)N1CC(CCC1)O)C#CC=1C=NN(C1)C